FC1=C(C=CC=C1)S(=O)(=O)NC=1C(=NC=C(C1)C=1C=C2C(=NC=NC2=CC1)N1CC2CCC(C1)N2C(\C=C\C(C)=O)=O)OC 2-fluoro-N-(2-methoxy-5-(4-(8-((E)-4-oxopent-2-enoyl)-3,8-diazabicyclo[3.2.1]octan-3-yl)quinazolin-6-yl)pyridin-3-yl)benzene-sulfonamide